N1=CC(=CC=C1)CNC=1OC2=C(N1)C=CC=C2 2-((pyridin-3-ylmethyl)amino)benzo[d]oxazol